C(C)OC(COC1=C(C=CC(=C1)F)OC)OCC 2-(2,2-diethoxyethoxy)-4-fluoro-1-methoxybenzene